Cl.C(C)N(C(C1=C(C=CC(=C1)F)OC1=C(N=CN=N1)N1CC2(CN(C2)C(C(C)C)CC(CNCC)O)CC1)=O)C(C)C N-Ethyl-2-((5-(2-(6-(ethylamino)-5-hydroxy-2-methylhexan-3-yl)-2,6-diazaspiro[3.4]oct-6-yl)-1,2,4-triazin-6-yl)oxy)-5-fluoro-N-isopropylbenzamide hydrochloride